racemic-(3R,4S)-3-amino-4-[3-(dihydroxyboryl)propyl]pyrrolidine-3-carboxylic acid dihydrochloride Cl.Cl.N[C@]1(CNC[C@@H]1CCCB(O)O)C(=O)O |r|